3-{[(7-methoxy-3-methyl-1H-indol-4-yl)methyl]amino}pyrido[2,3-b]pyrazin COC=1C=CC(=C2C(=CNC12)C)CNC1=CN=C2C(=N1)N=CC=C2